3-Bromo-2-fluorobenzyl-carbamic acid tert-butyl ester C(C)(C)(C)OC(NCC1=C(C(=CC=C1)Br)F)=O